6-(4-(HYDROXYMETHYL)-5-METHYL-1H-PYRAZOL-1-YL)-N-(1-METHYL-1H-INDAZOL-7-YL)PYRIDINE-3-SULFONAMIDE OCC=1C=NN(C1C)C1=CC=C(C=N1)S(=O)(=O)NC=1C=CC=C2C=NN(C12)C